(2,6-difluorophenyl)-N-{5-[1-methyl-3-(trifluoromethyl)pyrazol-5-yl](2-thienyl)}carboxamide FC1=C(C(=CC=C1)F)C(=O)NC=1SC(=CC1)C1=CC(=NN1C)C(F)(F)F